6-(2-chloro-5-fluoropyrimidin-4-yl)-3,4-dihydro-2H-isoquinolin-1-one ClC1=NC=C(C(=N1)C=1C=C2CCNC(C2=CC1)=O)F